OCCN (hydroxymethyl)-amino-methane